FC=1C=C(C=C(C1)C(F)(F)F)[C@@H]1[C@@H](N(C(O1)=O)C(=O)NCC1=C(C=CC=C1)C(F)(F)F)C (4S,5R)-5-[3-fluoro-5-(trifluoromethyl)phenyl]-4-methyl-2-oxo-N-[2-(trifluoromethyl)benzyl]-1,3-oxazolidine-3-carboxamide